C(C1=CC=CC=C1)OC=1C=C(C=CC1)CCCOC[C@]1(C[C@H](CC1)NS(=O)(=O)C)C(=O)N (1S,3S)-1-((3-(3-(benzyloxy)phenyl)propoxy)methyl)-3-(methylsulfonamido)cyclopentane-1-carboxamide